N1C(=CC=C1)C(=O)[N] pyrroyl-nitrogen